(1,1-dioxido-2,3-dihydrothiophen-3-yl)-N-(6-fluoro-1-methyl-1H-indazol-5-yl)-2-oxo-1,2-dihydroquinoline-3,8-dicarboxamide O=S1(CC(C=C1)N1C(C(=CC2=CC=CC(=C12)C(=O)N)C(=O)NC=1C=C2C=NN(C2=CC1F)C)=O)=O